C(C)S(=O)(=O)C1=CC(=C(C=C1)C1=NN2C(OCC(C2)(C)C)=C1C(=O)O)F 2-(4-(Ethylsulfonyl)-2-fluorophenyl)-6,6-dimethyl-6,7-dihydro-5H-pyrazolo[5,1-b][1,3]oxazine-3-carboxylic acid